BrC1=C(C=CC=C1OC)CC(=O)OC methyl (2-bromo-3-methoxyphenyl)acetate